3-((4-(3-amino-7-(3,3-dimethylbut-1-yn-1-yl)-1H-indazol-5-yl)pyridin-2-yl)amino)propionitrile NC1=NNC2=C(C=C(C=C12)C1=CC(=NC=C1)NCCC#N)C#CC(C)(C)C